5-(4-chlorophenyl)-1-(2,4-dichlorophenyl)-4-methyl-N-(4-((2-sulfamoylethyl)carbamoyl)phenyl)-1H-pyrazole-3-Carboxamide ClC1=CC=C(C=C1)C1=C(C(=NN1C1=C(C=C(C=C1)Cl)Cl)C(=O)NC1=CC=C(C=C1)C(NCCS(N)(=O)=O)=O)C